[rac-(5S,7S)-fluoro-5-phenyl-6,7-dihydro-5H-pyrrolo[1,2-b][1,2,4]triazol-2-yl]-[rac-(1R,2R)-2-(trifluoromethyl)cyclopropyl]methanone F[C@@]1(CCC=2N1N=C(N2)C(=O)[C@H]2[C@@H](C2)C(F)(F)F)C2=CC=CC=C2 |r|